(2S,3S)-3-hydroxy-2-methyl-5-oxo-pyrrolidine-1-carboxylic acid tert-butyl ester C(C)(C)(C)OC(=O)N1[C@H]([C@H](CC1=O)O)C